NC1=NN2C(C=C(C=C2)C=2C=C(C(=NC2)OC)C(=O)NCC2=C(C=CC=C2F)OCC2CCCC2)=N1 5-{2-amino-[1,2,4]triazolo[1,5-a]pyridin-7-yl}-N-{[2-(cyclopentylmethoxy)-6-fluorophenyl]methyl}-2-methoxypyridine-3-carboxamide